5-CHLORO-1-[4-(TRIFLUOROMETHYL)PHENYL]-1H-PYRAZOLE-4-CARBOXALDEHYDE ClC1=C(C=NN1C1=CC=C(C=C1)C(F)(F)F)C=O